3-(3,3-dimethyl-5-indanyl)propanal CC1(CCC2=CC=C(C=C12)CCC=O)C